3,4-bis(tetradecyloxy)butyryl chloride C(CCCCCCCCCCCCC)OC(CC(=O)Cl)COCCCCCCCCCCCCCC